FC(OC[C@H]1N(C[C@@H](C1)OC1=CC=C(C=C1)C(F)(F)F)C1=NC=C(C=N1)C(=O)OCC)(F)F ethyl ((2S,4R)-2-((trifluoromethoxy)methyl)-4-(4-(trifluoromethyl)phenoxy)pyrrolidin-1-yl)pyrimidine-5-carboxylate